C1(=CC=C(C=C1)C=1C(=NC(=CN1)C1=CC=CC=C1)C1C(CCNC1)CC1=C(C(=O)N)C=CC=C1)C1=CC=CC=C1 (1-(5-([[1,1'-biphenyl]-4-yl]-6-phenylpyrazin-2-yl)piperidin-4-yl)methyl)benzamide